hexane-1-oic acid C(CCCCC)(=O)O